OC1=CC(=C(C(=O)O)C=C1O)C 4,5-dihydroxy-2-methylbenzoic acid